NC1=CC=C(C=C1)S(=O)(=O)NC=1N=CC2=C(N1)N1C(=C2)C(N=C(C12CCCCC2)C)C 4-amino-N-(6',8'-dimethyl-6'H-spiro[cyclohexane-1,9'-pyrazino[1',2':1,5]pyrrolo[2,3-d]pyrimidin]-2'-yl)benzenesulfonamide